N-[7-chloro-8-fluoro-2-(methylsulfanyl)pyrido[4,3-d]pyrimidin-5-yl]-1-(3-chlorophenyl)pyrazol-4-amine ClC1=C(C=2N=C(N=CC2C(=N1)NC=1C=NN(C1)C1=CC(=CC=C1)Cl)SC)F